N1=C(C=CC=C1)OC=1C2=C(N=C(N1)N1CCOCC1)N(CC2)C=2C=NC=CC2 4-(4-(pyridin-2-yloxy)-7-(pyridin-3-yl)-6,7-dihydro-5H-pyrrolo[2,3-d]pyrimidin-2-yl)morpholine